FC1(CC12CN(CC2)C2=NC=CC1=C2N=C(N=C1)NC=1C=C2CN(CC2=CC1)C)F 8-(1,1-difluoro-5-azaspiro[2.4]heptan-5-yl)-N-(2-methylisoindolin-5-yl)pyrido[3,4-d]pyrimidin-2-amine